(4-((4-(4-methoxy-2-methylphenyl)-6-(4-methoxyphenyl)-1,3,5-triazin-2-yl)amino)phenyl)acrylic acid COC1=CC(=C(C=C1)C1=NC(=NC(=N1)C1=CC=C(C=C1)OC)NC1=CC=C(C=C1)C(C(=O)O)=C)C